3-((5-(4-fluoro-1-(2-fluoroethyl)-2-methyl-1H-benzo[d]imidazol-6-yl)-4-methoxypyrrolo[2,1-f][1,2,4]triazin-2-yl)amino)-2,2-dimethylpropanenitrile FC1=CC(=CC=2N(C(=NC21)C)CCF)C=2C=CN1N=C(N=C(C12)OC)NCC(C#N)(C)C